C(C)(=O)O[C@H]1[C@@H](SC2=CC(=C(C=C2)Cl)Cl)O[C@@H]([C@@H]([C@@H]1N1N=NC(=C1)C=1SC=C(N1)C(F)(F)F)OC(C)=O)COC(C)=O 3,4-dichlorophenyl 2,4,6-tri-O-acetyl-3-deoxy-3-[4-(4-trifluoromethyl-thiazol-2-yl)-1H-1,2,3-triazol-1-yl]-1-thio-alpha-D-galactopyranoside